OC1=NC=CC=C1 racemic-hydroxypyridine